C(C)C1CN(C1)C(=O)O[C@@H]1CC[C@H](CC1)C(N(C[C@@H]1CC[C@H](CC1)C1=NC(=C(C=C1)OC)C)C1=NC=CC(=C1)C=1N=C(OC1)C1CC1)=O trans-4-((4-(2-Cyclopropyloxazol-4-yl) pyridine-2-yl)((trans-4-(5-methoxy-6-methylpyridin-2-yl)cyclohexyl)methyl) carbamoyl)cyclohexyl 3-ethylazetidine-1-carboxylate